C(C)NC(C1=CC(=CC=C1)NC1=C(N=C2N1C=CN=C2)C2=CC=C(C=C2)OC)=O N-ethyl-3-[[2-(4-methoxyphenyl)imidazo[1,2-a]pyrazin-3-yl]amino]benzamide